Di-n-butyl-peroxodicarbonat C(CCC)OC(=O)OOC(=O)OCCCC